2-oxobut-3-enoate O=C(C(=O)[O-])C=C